FC1(CC(C1)N1C=C(C(=CC1=O)NC1[C@H]2CN(C[C@@H]1CC2)C)C(=O)N[C@H](C)C2=C(C(=CC=C2)C(F)F)F)F 1-(3,3-difluorocyclobutyl)-N-((R)-1-(3-(difluoromethyl)-2-fluorophenyl)ethyl)-4-(((1R,5s,8R)-3-methyl-3-azabicyclo[3.2.1]oct-8-yl)amino)-6-oxo-1,6-dihydropyridine-3-carboxamide